decaethylene glycol diacrylate C(C=C)(=O)OCCOCCOCCOCCOCCOCCOCCOCCOCCOCCOC(C=C)=O